N[C@@H]1[C@@H](OCC12CCN(CC2)C=2C(=NC(=CN2)SC2=CC=NC1=C2OC[C@@H]2N1CCC2)CO)C (3-((3S,4S)-4-amino-3-methyl-2-oxa-8-azaspiro[4.5]dec-8-yl)-6-(((R)-6a,7,8,9-tetrahydro-6H-pyrido[3,2-b]pyrrolo[1,2-d][1,4]oxazin-4-yl)thio)pyrazin-2-yl)methanol